N-(4-(2-bromoacetyl)-3-methylpyridin-2-yl)acetamide BrCC(=O)C1=C(C(=NC=C1)NC(C)=O)C